C[C@H]1CC[C@@H](N(C1)C(C(=O)NC=1C=NC(=C(C1)C1COC1)C)=O)C=1C=CC2=C(N=C(S2)C2CCN(CC2)C)C1 2-((2R,5S)-5-methyl-2-(2-(1-methylpiperidin-4-yl)benzo[d]thiazol-5-yl)piperidin-1-yl)-N-(6-methyl-5-(oxetan-3-yl)pyridin-3-yl)-2-oxoacetamide